tert-butyl 4-[4-(4-{1-[(tert-butoxy)carbonyl]-1,2,3,6-tetrahydropyridin-4-yl}furan-2-amido)-2,6-difluorophenyl]-1,2,3,6-tetrahydropyridine-1-carboxylate C(C)(C)(C)OC(=O)N1CCC(=CC1)C=1C=C(OC1)C(=O)NC1=CC(=C(C(=C1)F)C=1CCN(CC1)C(=O)OC(C)(C)C)F